methyl 2-chloro-6,7-difluoroquinoline-3-carboxylate ClC1=NC2=CC(=C(C=C2C=C1C(=O)OC)F)F